S1C(=CC2=C1C=CC=C2)C2=CC=C(C=C2)N(C2=CC=C(C=C2)C2=CC1=C(N=C(O1)C1=CC=CC=C1)C=C2)C2=CC=C(C=C2)C2=CC1=CC=CC=C1C=C2 N-(4-benzothien-2-yl-phenyl)-N-(4-naphthalen-2-yl-phenyl)-N-{4-(2-phenyl-benzooxazol-6-yl)-phenyl}-amine